acetaldehyde dimethyl acetal phosphine salt P.COC(C)OC